C(#N)CCNC1(COCC1)C(=O)O 3-((2-cyanoethyl)amino)tetrahydrofuran-3-carboxylic acid